NC1=NC=C(C#N)C(=C1)N1CC(CC1)(C)O 6-amino-4-(3-hydroxy-3-methylpyrrolidin-1-yl)nicotinonitrile